benzo[cJ]indol-2-one N1C(C2=C3C(C=CC=C13)=CC=C2)=O